C[Si](C)(C)C#CC1=CN=C(S1)C1(CC1)C(=O)N (5-((trimethylsilyl)ethynyl)thiazol-2-yl)cyclopropanecarboxamide